sodium Phenylacetyl-Glutamine C1(=CC=CC=C1)CC(=O)N[C@@H](CCC(N)=O)C(=O)O.[Na]